3-[4-(benzyloxy)-3-methyl-5-(1-methyl-1H-1,2,4-triazol-3-yl)-1H-pyrazol-1-yl]propyl acetate C(C)(=O)OCCCN1N=C(C(=C1C1=NN(C=N1)C)OCC1=CC=CC=C1)C